ClC1=NN(C=C1NC(CS(=O)(=O)C)=O)C=1C=NC=CC1 N-(3-chloro-1-(pyridin-3-yl)-1H-pyrazol-4-yl)-2-(methylsulfonyl)acetamide